2-(5-Cyano-6-methoxy-4-methyl-2-oxo-1H-quinolin-3-yl)-N-[(1S)-1-(2,4-difluorophenyl)ethyl]acetamide C(#N)C1=C2C(=C(C(NC2=CC=C1OC)=O)CC(=O)N[C@@H](C)C1=C(C=C(C=C1)F)F)C